FC1=C(C(=CC=C1)C)N1CCC(CC1)N1C(N(C2=NC=CN=C2C1=O)CC1=NC=CC=C1C(F)(F)F)=O 3-(1-(2-Fluoro-6-methylphenyl)piperidin-4-yl)-1-((3-(trifluoromethyl)pyridin-2-yl)methyl)pteridine-2,4(1H,3H)-dione